NC1=NC=CC2=C1N=C(N=C2)C=2C=C(C=CC2)C#C[C@]2(C(N(CC2)C)=O)O (R)-3-[2-[3-(8-Aminopyrido[3,4-d]pyrimidin-2-yl)phenyl]ethynyl]-3-hydroxy-1-methylpyrrolidin-2-on